butyryl-(decanol) C(CCC)(=O)C(CCCCCCCCC)O